6-(4-((2R,6S)-4-acryloyl-1-(methylsulfonyl)-6-(trifluoromethyl)piperazin-2-yl)-6-chloropyridin-2-yl)-N-methyl-pyrimidine-4-carboxamide C(C=C)(=O)N1C[C@H](N([C@@H](C1)C(F)(F)F)S(=O)(=O)C)C1=CC(=NC(=C1)Cl)C1=CC(=NC=N1)C(=O)NC